ClC=1C=C(C=CC1C(F)(F)F)N1CC2=CC=CC(=C2CC1)F N-(3-Chloro-4-(trifluoromethyl)phenyl)-5-fluoro-3,4-dihydroisoquinoline